N1-(4-((3-(3,5-Dimethylisoxazol-4-yl)-5-hydroxybenzyl)amino)bicyclo[2.2.2]octan-1-yl)-N5-(4-(((2S,4R)-2-methyl-1-propionyl-1,2,3,4-tetrahydroquinolin-4-yl)amino)phenyl)glutaramide CC1=NOC(=C1C=1C=C(CNC23CCC(CC2)(CC3)NC(CCCC(=O)NC3=CC=C(C=C3)N[C@@H]3C[C@@H](N(C2=CC=CC=C32)C(CC)=O)C)=O)C=C(C1)O)C